ClC1=CC(=C(C(=C1)C)CC(=O)NC1(CCC(CC1)=O)C(=O)OCCC)C n-propyl 1-[[2-(4-chloro-2,6-dimethylphenyl)acetyl]amino]-4-oxocyclohexanecarboxylate